methyl 3-[4-[(3S,5R)-4-tert-butoxy carbonyl-3,5-dimethyl-piperazin-1-yl]-3-cyano-anilino]-5-(methylamino)-6-(3-methylimidazo[4,5-c]pyridin-7-yl)pyrazine-2-carboxylate C(C)(C)(C)OC(=O)N1[C@H](CN(C[C@H]1C)C1=C(C=C(NC=2C(=NC(=C(N2)NC)C=2C3=C(C=NC2)N(C=N3)C)C(=O)OC)C=C1)C#N)C